1-(difluoromethyl)-2-oxo-1,2-dihydropyridine-3-carboxylic acid FC(N1C(C(=CC=C1)C(=O)O)=O)F